Racemic-N-(1-(6,7-difluoro-1-oxo-1,2-dihydroisoquinolin-4-yl)ethyl)-5-fluoro-N-methyl-1H-indole-2-carboxamide FC=1C=C2C(=CNC(C2=CC1F)=O)[C@@H](C)N(C(=O)C=1NC2=CC=C(C=C2C1)F)C |r|